NC1=C2C=NC(=NC2=CC(=C1F)C1=C(C2=C(OCCN2)N=C1)C)NC=1C=CC2=C(CCS2(=O)=O)C1 5-{[5-amino-6-fluoro-7-(8-methyl-2,3-dihydro-1H-pyrido[2,3-b][1,4]oxazin-7-yl)quinazolin-2-yl]amino}-2,3-dihydro-1H-1-benzothiophene-1,1-dione